ClC1=NC(=CC(=C1)C=1C(=NN2C1N=C(C=C2)NC(=O)N[C@H]2CNCC2)C2=CC(=CC=C2)C#N)C 1-[3-(2-Chloro-6-methyl-4-pyridyl)-2-(3-cyanophenyl)pyrazolo[1,5-a]pyrimidin-5-yl]-3-[(3R)-pyrrolidin-3-yl]urea